1-(5-chloro-2-pyridyl)-3,3,3-trifluoro-propan-1-ol ClC=1C=CC(=NC1)C(CC(F)(F)F)O